((2-(((4-(Dimethylamino)butanoyl)oxy)methyl)-1,4-phenylene)bis(oxy))bis(propane-3,1-diyl) bis(4,4-bis(octyloxy)butanoate) C(CCCCCCC)OC(CCC(=O)OCCCOC1=CC(=C(C=C1)OCCCOC(CCC(OCCCCCCCC)OCCCCCCCC)=O)COC(CCCN(C)C)=O)OCCCCCCCC